The molecule is a diphenylethane that is 1,2-dihydrostilbene substituted by hydroxy groups at positions 3, 3', 4 and 4' and a methoxy group at position 5. It is isolated from the stems of Dendrobium candidum and exhibits antioxidant activity. It has a role as a metabolite and a radical scavenger. It is a member of catechols, a diphenylethane and a member of methoxybenzenes. It derives from a hydride of a 1,2-dihydrostilbene. COC1=CC(=CC(=C1O)O)CCC2=CC(=C(C=C2)O)O